ClC1=C(C=CC=C1Cl)CC1=NOC(N1CC1=CC=C(C=C1)F)=O 3-[(2,3-dichlorophenyl)methyl]-4-[(4-fluorophenyl)methyl]-4,5-dihydro-1,2,4-oxadiazol-5-one